C1(=CC=CC2=CC=CC=C12)C1=CC=CC=2C3=CC=CC=C3NC12 (naphthaleneyl)carbazole